(S)-3-(3-(5-amino-6-((1-(1-methylpiperidin-4-yl)-1H-pyrazol-4-yl)oxy)pyrazin-2-yl)-5-methylphenyl)tetrahydrofuran-3-ol NC=1N=CC(=NC1OC=1C=NN(C1)C1CCN(CC1)C)C=1C=C(C=C(C1)C)[C@@]1(COCC1)O